4-(3-bromophenoxy)-1-(tert-butyl)-1H-pyrazole-5-carboxylic acid BrC=1C=C(OC=2C=NN(C2C(=O)O)C(C)(C)C)C=CC1